cis-4-methyl-3-{5-methyl-2-[trans-4-(trifluoromethyl)cyclohexyl]Pyrazolo[1,5-a]Pyrimidin-7-yl}piperidine C[C@@H]1[C@@H](CNCC1)C1=CC(=NC=2N1N=C(C2)[C@@H]2CC[C@H](CC2)C(F)(F)F)C